NC1=NC=CC(=N1)C=1C2=C(C(=NC1)NCC=1C=C(C(=O)NCC3(CC3)COC)C=CC1)CCO2 3-(((7-(2-Aminopyrimidin-4-yl)-2,3-dihydrofuro[3,2-c]pyridin-4-yl)amino)methyl)-N-((1-(methoxymethyl)cyclopropyl)methyl)benzamid